6-(3-(dimethylamino)azetidin-1-yl)-5-methoxypyridin-3-amine CN(C1CN(C1)C1=C(C=C(C=N1)N)OC)C